ClC=1C(=C2C=NNC2=C(C1F)N(C(=O)NC)C)C1=CC=2N(C=C1)N=C(C2)NC(=O)[C@H]2[C@H](C2)F (1S,2S)-N-(5-(5-chloro-7-(1,3-dimethylureido)-6-fluoro-1H-indazol-4-yl)pyrazolo[1,5-a]pyridin-2-yl)-2-fluorocyclopropane-1-carboxamide